N(N)C1=NC2=CC=CC=C2C(=N1)N1C2=C(CCCC1)C=CC=C2 1-(2-hydrazinoquinazolin-4-yl)-2,3,4,5-tetrahydro-1H-benzo[b]azepine